FC(C1CC2C(CNC2)C1)F 5-(difluoromethyl)octahydrocyclopenta[c]pyrrole